3-((1r,3r)-1-(4-bromo-2,6-difluorophenyl)-3-methyl-1,3,4,9-tetrahydro-2H-pyrido[3,4-b]indol-2-yl)-2,2-difluoropropan-1-ol BrC1=CC(=C(C(=C1)F)[C@H]1N([C@@H](CC2=C1NC1=CC=CC=C21)C)CC(CO)(F)F)F